dimethyl-3-methyl-6-(pyrrolidin-1-yl)pyrrolo[2,1-a]-phthalazine-1,2-dicarboxylic acid CC=1C(=C2C(=NN3C(C2=CC1)=C(C(=C3C)C(=O)O)C(=O)O)N3CCCC3)C